ClC1=C(C(=O)NC(=O)NC2=CC=C(C=C2)C2CC2)C(=CC=C1)Cl N-(2,6-dichlorobenzoyl)-N'-(4-cyclopropylphenyl)urea